CC(CC1=NN2C(NC=3C(=C2)CN(C3)C(C)C)=C1)C 2-(2-methylpropyl)-6-(propan-2-yl)-6,7-dihydro-4H-pyrazolo[1,5-a]pyrrolo[3,4-d]pyrimidine